cis-2-(4-(cyclopentylamino)phenyl)-1-(2-fluoro-6-methylbenzoyl)-N-(1-methyl-1H-pyrazolo[4,3-b]pyridin-6-yl)octahydro-1H-cyclopenta[b]pyridine-3-carboxamide C1(CCCC1)NC1=CC=C(C=C1)C1C(CC2C(N1C(C1=C(C=CC=C1C)F)=O)CCC2)C(=O)NC=2C=C1C(=NC2)C=NN1C